(2S,3S)-2-Methyl-N-(1-methylcyclopropyl)pyrrolidin-3-amine dihydrochloride Cl.Cl.C[C@@H]1NCC[C@@H]1NC1(CC1)C